4-fluorobicyclo[2.2.2]octane-1-carboxylic acid FC12CCC(CC1)(CC2)C(=O)O